(1-phenyl-1H-[1,2,3]Triazol-4-yl)-methanol C1(=CC=CC=C1)N1N=NC(=C1)CO